ClC1=CC(=C(C=O)C=C1)OC1=CC(=C(C=C1)C1=CN=C(N1C)CN1CCCC1)F 4-chloro-2-(3-fluoro-4-(1-methyl-2-(pyrrolidin-1-ylmethyl)-1H-imidazol-5-yl)phenoxy)benzaldehyde